2,2-dimethyl-6-oxa-9-azaspiro[4.5]decane hydrochloride Cl.CC1(CC2(CC1)OCCNC2)C